4-((4-chloro-2-(N-methyl-methanesulfonamido)phenyl)-amino)-6-((5-fluoropyridin-2-yl)amino)-N-methoxynicotinamide ClC1=CC(=C(C=C1)NC1=CC(=NC=C1C(=O)NOC)NC1=NC=C(C=C1)F)N(S(=O)(=O)C)C